C(=O)O.C1(=CC=CC=C1)O phenol formic acid salt